C1(CCCC1)N1C(=CC2=C1N=C(N=C2)NC2=NC=C(C=C2)N2CCNCC2)C(=O)NC2=CC=CC=C2 7-cyclopentyl-N-phenyl-2-((5-(piperazin-1-yl)pyridin-2-yl)amino)-7H-pyrrolo[2,3-d]pyrimidine-6-carboxamide